tert-Butyl (3-(5-(5-(2,3-dihydro-1H-inden-4-yl)-6-methoxy-1-(4-methoxybenzyl)-1H-pyrazolo[4,3-b]pyridin-3-yl)pyridin-2-yl)cyclopentyl)(methyl)carbamate C1CCC2=C(C=CC=C12)C1=C(C=C2C(=N1)C(=NN2CC2=CC=C(C=C2)OC)C=2C=CC(=NC2)C2CC(CC2)N(C(OC(C)(C)C)=O)C)OC